BrCCCCCC1=CC2=CC=CC=C2C=C1 2-(5-bromopentyl)naphthalene